O=C1N(C(C2=CC=CC=C12)=O)C1=C(C(=O)O)C=CC(=C1)F (1,3-dioxoisoindoline-2-yl)-4-fluorobenzoic acid